4-(6,7-dichloro-1-(2-isopropyl-4-methylpyridin-3-yl)-2-oxo-1,2-dihydropyrido[2,3-d]pyrimidin-4-yl)-3,5-dimethylpiperazine-1-carboxylic acid tert-butyl ester C(C)(C)(C)OC(=O)N1CC(N(C(C1)C)C=1C2=C(N(C(N1)=O)C=1C(=NC=CC1C)C(C)C)N=C(C(=C2)Cl)Cl)C